C[C@H](CNC(O[C@H]1C[C@H](CC1)C1=CC(=NN1)NC(CC1=CN=C(S1)C)=O)=O)CC (1R,3S)-3-(3-{[(2-methyl-1,3-thiazol-5-yl)acetyl]-amino}-1H-pyrazol-5-yl)-cyclopentyl [(2S)-2-meth-ylbutyl]carbamate